C1(CC1)CN1C(=CC=2C1=NC(=CC2)C=C)C2=NC1=C(N2C)C(=CC(=C1)C(=O)N1C[C@@H](CC[C@@H]1C)NC(OC(C)(C)C)=O)OC tert-butyl ((3R,6S)-1-(2-(1-(cyclopropylmethyl)-6-vinyl-1H-pyrrolo[2,3-b]pyridin-2-yl)-7-methoxy-1-methyl-1H-benzo[d]imidazole-5-carbonyl)-6-methylpiperidin-3-yl)carbamate